CN1N=C(C2=CC=CC=C2C1=O)CC1=CC=C(C=C1)NC(OC(C)(C)C)=O tert-butyl (4-((3-methyl-4-oxo-3,4-dihydrophthalazin-1-yl)methyl)phenyl)carbamate